N1(CCC1)C(=O)[C@@]1(OCCN(C1)C=1C=2N(C=C(C1)S(=O)(=O)NC1(CC1)C)C(=NC2)C=2SC(=NN2)C(F)F)C |o1:6| rel-(R)-8-(2-(azetidine-1-carbonyl)-2-methylmorpholino)-3-(5-(difluoromethyl)-1,3,4-thiadiazol-2-yl)-N-(1-methylcyclopropyl)imidazo[1,5-a]pyridine-6-sulfonamide